FC1CNCCC1C1=CC=C(C=C1)[C@@]1(C(NC(CC1)=O)=O)C (3R)-3-(4-(3-fluoropiperidin-4-yl)phenyl)-3-methylpiperidine-2,6-dione